C(C)OC1=CC=C(C=C1)C(C1=CC=C(N)C=C1)C1=CC=C(N)C=C1 4,4'-[(4-ethoxyphenyl)methylene]dianiline